ClC1=C(C=CC=C1)/C(/C#N)=C/C#N 2-(2-chlorophenyl)-maleonitrile